C(C)(C)(C)C1=CC=C(C(=O)NC(C(=O)OC)=CC=2N(C=CC2)C2=CC=CC=C2)C=C1 methyl 2-(4-(tert-butyl)benzamido)-3-(1-phenyl-1H-pyrrol-2-yl)acrylate